(1R,3S,5R)-2-(2-(3-acetyl-5-(2-cyclopropylpyrazolo[1,5-a]pyrimidin-6-yl)-1H-indazol-1-yl)acetyl)-N-(6-bromopyridin-2-yl)-2-azabicyclo[3.1.0]hexane-3-carboxamide C(C)(=O)C1=NN(C2=CC=C(C=C12)C=1C=NC=2N(C1)N=C(C2)C2CC2)CC(=O)N2[C@@H]1C[C@@H]1C[C@H]2C(=O)NC2=NC(=CC=C2)Br